4-(bromomethyl)-2-(cyclopropylmethoxy)-1-(difluoromethoxy)benzene BrCC1=CC(=C(C=C1)OC(F)F)OCC1CC1